3-(4-chlorophenyl)propenamide ClC1=CC=C(C=C1)C=CC(=O)N